C(#N)C1=CC=C(C(=O)N[C@H](C(=O)N2CCC3(CCOC3)CC2)CCCN[C@H]2[C@@H](C2)C2=CC=C(C=C2)F)C=C1 4-cyano-N-[(2S)-5-[[(1R,2S)-2-(4-fluorophenyl)cyclopropyl]amino]-1-[2-oxa-8-azaspiro[4.5]decan-8-yl]-1-oxopentan-2-yl]benzamide